2-[4-(1,5-Dimethyl-6-oxo-1,6-dihydro-pyridin-3-yl)-pyrazol-1-yl]-benzoic acid CN1C=C(C=C(C1=O)C)C=1C=NN(C1)C1=C(C(=O)O)C=CC=C1